COC(=O)\C=C/C1C(C1C(=O)[O-])(C)C 3-[(Z)-(2-methoxycarbonyl-1-ethenyl)]-2,2-dimethylcyclopropanecarboxylate